[N+](=O)([O-])C=1C(=NC=NC1O)O 5-nitro-4,6-dihydroxypyrimidine